BrC1=C(OC2CCNCC2)C=CC=C1 4-(2-bromophenoxy)piperidine